(3R,5S)-1-acetyl-5-(2-((5-chloro-4-(5,5-dimethyl-5,6-dihydro-4H-pyrrolo[1,2-b]pyrazol-3-yl)pyridin-2-yl)amino)-2-oxoethyl)-N,N-dimethylpiperidine-3-carboxamide C(C)(=O)N1C[C@@H](C[C@H](C1)CC(=O)NC1=NC=C(C(=C1)C1=C2N(N=C1)CC(C2)(C)C)Cl)C(=O)N(C)C